2-(2,4-difluorophenoxy)-1-((2R,4aS,4bR,6aS,7S,7aS,8aR,8bR,8cR,10aR)-2-hydroxy-2,6a-dimethyloctadecahydrocyclopenta[4,5]cyclopenta[1,2-a]phenanthren-7-yl)ethan-1-one FC1=C(OCC(=O)[C@H]2[C@@H]3[C@H](C4[C@@]2(CC[C@@H]2[C@H]5CC[C@@](CC5CCC42)(C)O)C)CCC3)C=CC(=C1)F